FC(S(=O)(=O)C=1C=C(C(=O)NCC2=NC=C3C=CC(=NC3=C2)C=2C=NC(=CC2)OC(C)C)C=CC1)F 3-((difluoromethyl)sulfonyl)-N-((2-(6-isopropoxypyridin-3-yl)-1,6-naphthyridin-7-yl)methyl)benzamide